C(C)OS(=O)(=O)[O-].C(C=C)(=O)O[N+](CC)(C)C acryloyl-oxydimethylethyl-ammonium ethyl-sulfate